4-(6-chloro-2-(2,6-difluoro-3,5-dimethoxyphenyl)pyrido[3,4-d]pyrimidin-4-yl)morpholine ClC1=CC2=C(N=C(N=C2N2CCOCC2)C2=C(C(=CC(=C2F)OC)OC)F)C=N1